4-((2,5-dihydroxy-3-sulfophenyl)methoxymethyl)-2,5-dihydroxybenzoic acid OC1=C(C=C(C=C1S(=O)(=O)O)O)COCC1=CC(=C(C(=O)O)C=C1O)O